2-[alpha-(2-ethoxyphenoxy)benzyl]-morpholine C(C)OC1=C(OC(C2=CC=CC=C2)C2CNCCO2)C=CC=C1